2,4-difluoro-phenol FC1=C(C=CC(=C1)F)O